2,4-dimethylaminopyridine CNC1=NC=CC(=C1)NC